Cl.C1(CCCCC1)C1=C(NC2=CC=C(C=C12)F)C(=O)NC[C@@H](C(CCN)O)N 3-cyclohexyl-N-((2S)-2,5-diamino-3-hydroxypentyl)-5-fluoro-1H-indole-2-carboxamide hydrogen chloride salt